4-methylpentane-2,3-diyl bis(pyrrolidine-1-carboxylate) N1(CCCC1)C(=O)OC(C)C(C(C)C)OC(=O)N1CCCC1